O1CCN(CC1)C(C(=O)C1=CNC2=CC=C(C=C12)OC(F)(F)F)=O 1-morpholino-2-(5-(trifluoromethoxy)-1H-indol-3-yl)ethane-1,2-dione